CN1C(N(C2=C1C=NC(=C2)NC2=C(C=C(C=C2)OCC2=CN=C(N2C)[N+](=O)[O-])C)C2CCOCC2)=O 3-Methyl-6-((2-methyl-4-((1-methyl-2-nitro-1H-imidazol-5-yl)methoxy)phenyl)amino)-1-(tetrahydro-2H-pyran-4-yl)-1,3-dihydro-2H-imidazo[4,5-c]pyridin-2-one